5-((3-(trans-3-(4-(7-(3,8-diazabicyclo[3.2.1]octan-3-yl)quinoxalin-2-yl)-1H-pyrazol-1-yl)cyclobutyl)propyl)amino)-2-(2,6-dioxopiperidin-3-yl)isoindoline-1,3-dione C12CN(CC(CC1)N2)C2=CC=C1N=CC(=NC1=C2)C=2C=NN(C2)[C@@H]2C[C@H](C2)CCCNC=2C=C1C(N(C(C1=CC2)=O)C2C(NC(CC2)=O)=O)=O